1-[4-(cyanomethyl)-1-[[2-fluoro-3-(methanesulfonamido)phenyl]methyl]-4-piperidyl]-3-(cyclopropanecarbonylamino)pyrazole-4-carboxamide C(#N)CC1(CCN(CC1)CC1=C(C(=CC=C1)NS(=O)(=O)C)F)N1N=C(C(=C1)C(=O)N)NC(=O)C1CC1